CON(C(=O)NOC)CC1=CC=C(C=C1)C1=NOC(=N1)C(F)(F)F 1,3-dimethoxy-1-[[4-[5-(trifluoromethyl)-1,2,4-oxadiazol-3-yl]phenyl]-methyl]urea